(3,5-di-tertiary butyl-4-hydroxyphenyl) propionate C(CC)(=O)OC1=CC(=C(C(=C1)C(C)(C)C)O)C(C)(C)C